4-(((phenoxycarbonyl)amino)methylene)benzene O(C1=CC=CC=C1)C(=O)NC=C1CC=CC=C1